2,5-bis(4-chlorobenzoyl)terephthalic acid ClC1=CC=C(C(=O)C2=C(C(=O)O)C=C(C(=C2)C(=O)O)C(C2=CC=C(C=C2)Cl)=O)C=C1